3-methoxylphenyl-glyoxal O(C)C=1C=C(C=CC1)C(=O)C=O